Sodium citrate C(CC(O)(C(=O)[O-])CC(=O)[O-])(=O)[O-].[Na+].[Na+].[Na+]